C(C1=CC=CC=C1)OC1=C(C(=NC(=C1)Cl)C)C=1N=NN(N1)C 4-benzyloxy-6-chloro-2-methyl-3-(2-methyltetrazol-5-yl)pyridine